FC1=NN2C(N=CC3=C2C(CC3C(=O)NC=3C=NC(=C(C3)C)C=3C=NN(C3)C)(C)C)=C1 2-fluoro-8,8-dimethyl-N-(5-methyl-6-(1-methyl-1H-pyrazol-4-yl)pyridin-3-yl)-7,8-dihydro-6H-cyclopenta[e]pyrazolo[1,5-a]pyrimidine-6-carboxamide